(3S*,3aS*,6R*,7R*,7aS*)-N-(3-thienyl)methyl-1,7-diisobutyl-1,2,3,6,7,7a-hexahydro-3aH-3,6-methanopyrrolo[3,2-b]pyridine-3a-carboxamide S1C=C(C=C1)CNC(=O)[C@@]12N=C[C@H]3[C@H]([C@@H]1N(C[C@@H]2C3)CC(C)C)CC(C)C |o1:9,12,13,14,17|